4-(2-(6-(2-ethylphenyl)-1,1-dioxido-1,2,6-thiadiazinan-2-yl)acetamido)adamantan-1-carboxamide C(C)C1=C(C=CC=C1)N1CCCN(S1(=O)=O)CC(=O)NC1C2CC3(CC(CC1C3)C2)C(=O)N